ethyl N2,N6-bis(3,4-dimethylbenzoyl)lysinate CC=1C=C(C(=O)N[C@@H](CCCCNC(C2=CC(=C(C=C2)C)C)=O)C(=O)OCC)C=CC1C